6-(3-Cyclopropyl-2-methylphenoxy)-2-azaspiro[3.4]octan C1(CC1)C=1C(=C(OC2CC3(CNC3)CC2)C=CC1)C